[N+](=O)([O-])C1=C(C=CC(=C1)O)C1=C(C=C(C=C1)O)[N+](=O)[O-] 2,2'-dinitro-4,4'-dihydroxybiphenyl